(Z)-2-benzylidene-6-((2,6-dimethoxybenzyl)sulfonyl)-2H-benzo[b][1,4]thiazin-3(4H)-one C(/C1=CC=CC=C1)=C/1\C(NC2=C(S1)C=CC(=C2)S(=O)(=O)CC2=C(C=CC=C2OC)OC)=O